5-(4-((2-Ethyl-5-fluoro-3-oxo-4H-quinoxalin-6-yl)methyl-d2)piperazin-1-yl)pyridine-2-formamide C(C)C1=NC2=CC=C(C(=C2NC1=O)F)C(N1CCN(CC1)C=1C=CC(=NC1)C(=O)N)([2H])[2H]